ethylhexyl 2-cyano-3,3-diphenylacrylate C(#N)C(C(=O)OC(CCCCC)CC)=C(C1=CC=CC=C1)C1=CC=CC=C1